C(C1=CC=CC=C1)(C1=CC=CC=C1)(C1=CC=CC=C1)NC(=O)C12CC3CC(CC(C1)C3)C2 adamantanecarboxylic acid, tritylamide